(9H-fluoren-9-yl)methyl(2-((2-chloro-4-(((2S*,4R*)-2-methyl-1-propionyl-1,2,3,4-tetrahydroquinolin-4-yl)amino)phenyl)amino)-2-oxoethyl)carbamate C1=CC=CC=2C3=CC=CC=C3C(C12)OC(N(CC(=O)NC1=C(C=C(C=C1)N[C@@H]1C[C@@H](N(C2=CC=CC=C12)C(CC)=O)C)Cl)C)=O |o1:27,29|